C12(CC3CC(CC(C1)C3)C2)NCCCCCCCSC2=C3C(N(C(=NC3=CC=C2)C)C2C(NC(CC2)=O)=O)=O 3-(5-((7-(((1s,3s)-adamantan-1-yl)amino)heptyl)thio)-2-methyl-4-oxoquinazolin-3(4H)-yl)piperidine-2,6-dione